4,4'-methylenebis(2-ethyl-6-methyl-aniline) C(C1=CC(=C(N)C(=C1)C)CC)C1=CC(=C(N)C(=C1)C)CC